C1(CC1)OC=1C(=NC=CC1NC)C=O 3-CYCLOPROPOXY-4-(METHYLAMINO)PICOLINALDEHYDE